Cl.Cl.N1=C(C=CC=C1)CC1=NC2=C(N1)C=CC(=C2)C(N)=N 2-(pyridin-2-ylmethyl)-1H-benzo[d]imidazole-5-carboximidamide, dihydrochloride salt